NC1CCC(CC1)CS(=O)(=O)N1[C@H]2CC(C[C@@H]1CC2)NC(=O)C2=NOC(=C2)[C@@H]2[C@H](C2)F N-((1R,3R,5S)-8-((((1r,4R)-4-aminocyclohexyl)methyl)sulfonyl)-8-azabicyclo[3.2.1]octan-3-yl)-5-((1R,2S)-2-fluorocyclopropyl)isoxazole-3-carboxamide